L-2-amino-4-(hydroxymethylphosphinyl)butanoic acid N[C@H](C(=O)O)CCP(=O)CO